FC(OC=1C=C(C=CC1)[C@H](C)N)(F)F (S)-1-(3-(trifluoromethoxy)phenyl)ethane-1-amine